BIS(2,4-DIMETHOXYBENZYL)AMINE COC1=C(CNCC2=C(C=C(C=C2)OC)OC)C=CC(=C1)OC